C(C=C)(=O)N1C[C@@H](CCC1)NC1=C2C(=NC=C1C(=O)OCOCC)NC=C2 ethoxymethyl (R)-4-((1-acryloylpiperidin-3-yl)amino)-1H-pyrrolo[2,3-b]pyridine-5-carboxylate